N-phenyl-N'-(1,4-dimethylpentyl) p-phenylenediamine benzyl ((chloromethoxy)carbonyl)glycinate ClCOC(=O)NCC(=O)OCC1=CC=CC=C1.C1(=CC=CC=C1)NC1=CC=C(C=C1)NC(CCC(C)C)C